(S)-6-(5-(2-oxa-6-azaspiro[3.3]heptan-6-yl)pyrimidin-2-yl)-7-fluoro-2-(4-((6-oxo-5-(trifluoromethyl)-1,6-dihydropyridazin-4-yl)amino)pentyl)isoquinolin-1(2H)-one C1OCC12CN(C2)C=2C=NC(=NC2)C=2C=C1C=CN(C(C1=CC2F)=O)CCC[C@H](C)NC=2C=NNC(C2C(F)(F)F)=O